3-Ethyl-7-((4-(2-methyl-1-oxo-1,2,3,4-tetrahydroisoquinolin-6-yl)piperazin-1-yl)methyl)-1,5-naphthyridin-2(1H)-one C(C)C=1C(NC2=CC(=CN=C2C1)CN1CCN(CC1)C=1C=C2CCN(C(C2=CC1)=O)C)=O